FC(OC1=C(C=CC=C1)CC(=O)N)(F)F 2-[2-(trifluoromethoxy)phenyl]Acetamide